C1(=CC=CC=C1)OP(OC1=CC=CC=C1)(=O)CNCC(C)C 2-Methylpropylaminomethyl-phosphonic acid diphenyl ester